N,N'-bis[(2-hydroxy-5-nitrophenyl)methylene]-1,2-diamino-cyclohexane OC1=C(C=C(C=C1)[N+](=O)[O-])C=NC1C(CCCC1)N=CC1=C(C=CC(=C1)[N+](=O)[O-])O